(S)-4-(1-(difluoromethyl)-5-fluoro-2,3-dihydro-1H-benzo[d]pyrrolo[1,2-a]imidazol-7-yl)-5-fluoro-N-(5-(4-methylpiperazin-1-yl)pyridin-2-yl)pyrimidin-2-amine FC([C@@H]1CCC=2N1C1=C(N2)C(=CC(=C1)C1=NC(=NC=C1F)NC1=NC=C(C=C1)N1CCN(CC1)C)F)F